tert-butyl (S)-(1-(7-amino-6-bromo-[1,2,4]triazolo[1,5-a]pyrimidin-5-yl)-2-(3,5-difluorophenyl)ethyl)carbamate NC1=C(C(=NC=2N1N=CN2)[C@H](CC2=CC(=CC(=C2)F)F)NC(OC(C)(C)C)=O)Br